(2R,3S,5R)-5-(4-amino-2-chloro-7H-pyrrolo[2,3-d]pyrimidin-7-yl)-2-ethynyl-2-(hydroxymethyl)tetrahydrofuran-3-yl 2-(4-fluorophenyl)acetate FC1=CC=C(C=C1)CC(=O)O[C@@H]1[C@](O[C@H](C1)N1C=CC2=C1N=C(N=C2N)Cl)(CO)C#C